C(CCC)C=1N(C(C(=C(N1)C)CC(=O)N1CCOCC1)=O)CC1=CC(=C(C=C1)C=1C(=CC=CC1)S(=O)(=O)NC1=NOC(=C1C)C)CO 4'-((2-butyl-4-methyl-5-(2-morpholino-2-oxoethyl)-6-oxopyrimidin-1(6H)-yl)methyl)-N-(4,5-dimethylisoxazol-3-yl)-2'-(hydroxymethyl)-[1,1'-biphenyl]-2-sulfonamide